2-fluoro-4-(6-(methyl-(7H-pyrrolo[2,3-d]pyrimidin-4-yl)amino)-2-azaspiro[3.3]heptane-2-carbonyl)benzonitrile FC1=C(C#N)C=CC(=C1)C(=O)N1CC2(C1)CC(C2)N(C=2C1=C(N=CN2)NC=C1)C